N-(1-(1-(difluoro(3-fluorophenyl)methyl)-1H-benzo[d]imidazol-2-yl)piperidin-4-yl)-1-methyl-3-(3-(trifluoromethyl)phenyl)-1H-indazol-6-amine FC(N1C(=NC2=C1C=CC=C2)N2CCC(CC2)NC2=CC=C1C(=NN(C1=C2)C)C2=CC(=CC=C2)C(F)(F)F)(C2=CC(=CC=C2)F)F